C(=O)O.N1=C(C=CC=C1)C#N pyridine-2-carbonitrile formate salt